Dioxomanganese O=[Mn]=O